N-(2-fluoro-5-(trifluoromethoxy)benzylidene)-2-methylpropane-2-sulfinamide FC1=C(C=NS(=O)C(C)(C)C)C=C(C=C1)OC(F)(F)F